C(=O)NC1=CC=C(C=C1)[N+]#[C-] 4-FORMYLAMINOPHENYLISOCYANIDE